N1(CCC12COC2)C2=CC=C(C=N2)C2=NN(C(C=C2)=O)CC(=O)NCC 2-(3-(6-(6-oxa-1-azaspiro[3.3]heptan-1-yl)pyridin-3-yl)-6-oxopyridazin-1(6H)-yl)-N-ethylacetamide